C(OCC(C1=CC=C(C=C1)C1=NN(C=N1)C1=CC=C(C=C1)OC(F)(F)F)(F)F)(ON1C(CCC1=O)=O)=O 2,2-difluoro-2-(4-(1-(4-(trifluoromethoxy)phenyl)-1H-1,2,4-triazol-3-yl)phenyl)ethyl (2,5-dioxopyrrolidin-1-yl) carbonate